2-(4-iodophenyl)-6,8-diphenylimidazo[1,2-a]pyridine IC1=CC=C(C=C1)C=1N=C2N(C=C(C=C2C2=CC=CC=C2)C2=CC=CC=C2)C1